8-(2-chloro-4-(2-(4-methylpiperazin-1-yl)ethoxy)phenyl)-6-(1-methylcyclopropoxy)-9-(pyridin-3-ylmethyl)-9H-purine ClC1=C(C=CC(=C1)OCCN1CCN(CC1)C)C=1N(C2=NC=NC(=C2N1)OC1(CC1)C)CC=1C=NC=CC1